5-(1-methyl-1H-benzo[d][1,2,3]triazol-6-yl)-7H-pyrrolo[2,3-d]pyrimidin-2-amine CN1N=NC2=C1C=C(C=C2)C2=CNC=1N=C(N=CC12)N